7-bromo-4-methylthiazolo[5,4-c]pyridine BrC=1C2=C(C(=NC1)C)SC=N2